methyl 3-[2-(4-chloro-2-methoxy-6-methylphenyl) acetylamino]-1,5,9-trioxaspiro[5.5]undecane-3-carboxylate ClC1=CC(=C(C(=C1)C)CC(=O)NC1(COC2(OC1)CCOCC2)C(=O)OC)OC